2-hydroxy-6-oxidocyclohex-1-ene OC1=CC(CCC1)[O-]